ClC(=O)OCCC1=CC=CC=C1 1-phenethyl chloroformate